(E)-N-(4-((3-chloro-4-fluorophenyl)amino)-7-methoxyquinazolin-6-yl)-4-(4-(2-(2-((2-(2,6-dioxopiperidin-3-yl)-1,3-dioxoisoindolin-4-yl)thio)ethoxy)acetyl)piperazin-1-yl)but-2-enamide ClC=1C=C(C=CC1F)NC1=NC=NC2=CC(=C(C=C12)NC(\C=C\CN1CCN(CC1)C(COCCSC1=C2C(N(C(C2=CC=C1)=O)C1C(NC(CC1)=O)=O)=O)=O)=O)OC